(Ra)-6-(4-Bromo-1-(4-(tert-butyl)benzyl)-1H-indol-7-carboxamido)spiro[3.3]heptan BrC1=C2C=CN(C2=C(C=C1)C(=O)NC1CC2(CCC2)C1)CC1=CC=C(C=C1)C(C)(C)C